2-(3-triethoxysilylpropylcarbamoyl)benzoic acid C(C)O[Si](CCCNC(=O)C1=C(C(=O)O)C=CC=C1)(OCC)OCC